[Si](C1=CC=CC=C1)(C1=CC=CC=C1)(C(C)(C)C)OCC1C(CC12CCC2)C=O (((tert-butyldiphenylsilyl)oxy)methyl)spiro[3.3]heptane-2-carbaldehyde